C(=CC1=CC=CC=C1)N(C=CC1=CC=CC=C1)C=CC1=CC=CC=C1 Tri(styryl)amine